ClC1=NC=C2C(=CC(N(C2=C1F)C)=O)N1CC2CCC(C1)N2C(=O)OC(C)(C)C tert-butyl 3-(7-chloro-8-fluoro-1-methyl-2-oxo-1,2-dihydro-1,6-naphthyridin-4-yl)-3,8-diazabicyclo[3.2.1]octane-8-carboxylate